ethyl (S)-3-amino-3-(3-(2-(difluoromethoxy)benzyl)phenyl)propanoate N[C@@H](CC(=O)OCC)C1=CC(=CC=C1)CC1=C(C=CC=C1)OC(F)F